ClC1=C(C=CC2=C1NC(=N2)C)OC2=CC=C1N=CC(=NC1=C2F)C=2C=NN(C2)CC2(CC2)O 1-[(4-{7-[(7-chloro-2-methyl-1H-1,3-benzodiazol-6-yl)oxy]-8-fluoroquinoxalin-2-yl}-1H-pyrazol-1-yl)methyl]cyclopropan-1-ol